formamidine lead chloride salt [Pb+](Cl)Cl.C(=N)[NH-]